7-(5-(3,4-difluoro-5-(piperazin-1-yl)phenyl)-1H-pyrrolo[2,3-b]pyridin-3-yl)-[1,2,4]triazolo[1,5-a]pyridine FC=1C=C(C=C(C1F)N1CCNCC1)C=1C=C2C(=NC1)NC=C2C2=CC=1N(C=C2)N=CN1